(R)-N-(7-((1-acetyl-piperidin-4-yl)oxy)-1-(azepan-3-yl)-1H-benzo[d]imidazol-2-yl)-2-methylisonicotinamide C(C)(=O)N1CCC(CC1)OC1=CC=CC2=C1N(C(=N2)NC(C2=CC(=NC=C2)C)=O)[C@H]2CNCCCC2